N[C@H](C(=O)O)CC1=CC=NC=C1 (S)-2-amino-3-(pyridin-4-yl)propanoic acid